N-((4-methoxyphenyl)(methyl)(oxo)-λ6-sulfaneylidene)-6-(5-(trifluoromethyl)-1,2,4-oxadiazol-3-yl)nicotinamide COC1=CC=C(C=C1)S(=NC(C1=CN=C(C=C1)C1=NOC(=N1)C(F)(F)F)=O)(=O)C